C(C)N(CCO)CC N,N-Diethyl-2-aminoethanol